BrC1=CC=C(C=C1)[C@@H](C(F)(F)F)N(C(=O)C1CCC(CC1)N1C(C2=CC=CC=C2C1=O)=O)C (S)-N-(1-(4-bromophenyl)-2,2,2-trifluoroethyl)-4-(1,3-dioxoisoindolin-2-yl)-N-methylcyclohexane-1-carboxamide